(2,3-dihydrobenzo[b][1,4]dioxin-6-yl)-3-(1H-pyrazolo[3,4-c]pyridin-1-yl)propan-1-one O1C2=C(OCC1)C=C(C=C2)C(CCN2N=CC=1C2=CN=CC1)=O